benzylspiro[cyclohexane-1,4'-isoquinoline]-1',3'-dione C(C1=CC=CC=C1)C1=C2C3(C(NC(C2=CC=C1)=O)=O)CCCCC3